methyl 5-piperazin-1-ylpyrimidine-2-carboxylate N1(CCNCC1)C=1C=NC(=NC1)C(=O)OC